N[C@H]1CN(C[C@@H](C1)F)C(=O)C1=CC2=C(N(C(=N2)C=2N(C3=C(C=CC=C3C2)C2=CC(=C(C=C2)O)F)CC2CC2)C)C(=C1)OC ((3R,5R)-3-amino-5-fluoropiperidin-1-yl)(2-(1-(cyclopropylmethyl)-7-(3-fluoro-4-hydroxyphenyl)-1H-indol-2-yl)-7-methoxy-1-methyl-1H-benzo[d]imidazol-5-yl)methanone